(4Z)-4-(1,3-Benzothiazol-6-ylmethylene)-2-(3-pyridylamino)-1H-imidazol-5-one S1C=NC2=C1C=C(C=C2)\C=C\2/N=C(NC2=O)NC=2C=NC=CC2